NC=1C=C(C=C(C1)C(F)(F)F)[C@@H](C)NC1=NC=2N(C3=CC=C(C=C13)C1=CC=CC=C1)C=CN2 (R)-N-(1-(3-amino-5-(trifluoromethyl)phenyl)ethyl)-7-phenylimidazo[1,2-a]quinazolin-5-amine